(S)-3-((S)-isochroman-1-yl)morpholine [C@@H]1(OCCC2=CC=CC=C12)[C@H]1NCCOC1